FC1=CC=C(C=C1)N1N=NC(=C1COC1=NC=2CCN(CC2C=C1)C(=O)C1CCOCC1)C 2-{[1-(4-fluorophenyl)-4-methyl-1H-1,2,3-triazol-5-yl]methoxy}-6-(oxane-4-carbonyl)-5,6,7,8-tetrahydro-1,6-naphthyridine